[O-2].[O-2].[Ti+4].[La+3] lanthanum-titanium dioxide